6-chloro-3-methyl-5-((trimethylsilyl)ethynyl)quinazolin-4(3H)-one ClC=1C(=C2C(N(C=NC2=CC1)C)=O)C#C[Si](C)(C)C